NCC=1C=C(C=CC1)C=1C=C(C2=C(C(=CO2)COC2=C(C=CC=C2)CC(=O)O)C1)NCC1OCCC1 2-(2-((5-(3-(aminomethyl)phenyl)-7-(((tetrahydrofuran-2-yl)methyl)amino)benzofuran-3-yl)methoxy)phenyl)acetic acid